[3-(difluoromethoxy)pyridin-2-yl]Acetic acid methyl ester COC(CC1=NC=CC=C1OC(F)F)=O